N1C=NC=CC1=O 1H-pyrimidin-6-one